4-(4-chloro-3-(trifluoromethyl)phenoxy)benzaldehyde ClC1=C(C=C(OC2=CC=C(C=O)C=C2)C=C1)C(F)(F)F